N-(dimethylaminoethyl)morpholine CN(C)CCN1CCOCC1